1-docosanoyl-2-pentadecanoyl-glycero-3-phosphocholine C(CCCCCCCCCCCCCCCCCCCCC)(=O)OCC(OC(CCCCCCCCCCCCCC)=O)COP(=O)([O-])OCC[N+](C)(C)C